BrC=1C=C(C=CC1)[C@H](C(=O)N1CC2=C(N=C(NC2=O)C2(CC2)C2=CC(=CC=C2)C(C)C)CC1)O (R)-6-(2-(3-bromophenyl)-2-hydroxyacetyl)-2-(1-(3-isopropylphenyl)cyclopropyl)-5,6,7,8-tetrahydropyrido[4,3-d]pyrimidin-4(3H)-one